OCCN1N=C(C2=C1C(NCC2)=O)C(=O)N 2-hydroxyethyl-7-oxo-4,5,6,7-tetrahydro-1H-pyrazolo[3,4-c]pyridine-3-carboxamide